1-Benzofuran-6-carbonitrile O1C=CC2=C1C=C(C=C2)C#N